2-chloro-4-[(3-cyanobenzyl)amino]pyrimidin-5-carboxamide ClC1=NC=C(C(=N1)NCC1=CC(=CC=C1)C#N)C(=O)N